N1-(4-(tert-butyl)phenyl)-2-chloro-5-methylbenzene-1,3-diamine C(C)(C)(C)C1=CC=C(C=C1)NC1=C(C(=CC(=C1)C)N)Cl